C(C)(C)(C)OC(NCC=1NC2=C(C=C(C=C2C1)N1C=NC=C1)Br)=O ((7-bromo-5-(1H-imidazol-1-yl)-1H-indol-2-yl)methyl)carbamic acid tert-butyl ester